17-(3-pyridyl)androsta-5,16-diene-3β-ol N1=CC(=CC=C1)C=1[C@]2(C)[C@@H](CC1)[C@@H]1CC=C3C[C@H](CC[C@]3(C)[C@H]1CC2)O